nitrophenyl carbonate (1s,4s)-4-{5-[(1,1-dioxo-3,4-dihydro-2H-1λ6,2-benzothiazin-6-yl)amino]-1H-pyrazol-3-yl}cyclohexyl-carbonate O=S1(NCCC2=C1C=CC(=C2)NC2=CC(=NN2)C2CCC(CC2)OC(O)=O)=O.C(OC2=C(C=CC=C2)[N+](=O)[O-])(O)=O